4-(2-(5-phenyl-1,2,4-oxadiazol-3-yl)-8-(pyridin-4-yl)-9H-purin-6-yl)morpholine C1(=CC=CC=C1)C1=NC(=NO1)C1=NC(=C2N=C(NC2=N1)C1=CC=NC=C1)N1CCOCC1